Nickel zinc iron manganese [Mn].[Fe].[Zn].[Ni]